OC(C)C=1C=CC2=C(SC(=C2)C(=O)O)C1 6-(1-hydroxyethyl)benzo[b]thiophene-2-carboxylic acid